3,3-difluoro-2,3,4,9-Tetrahydro-1H-carbazole-8-carboxamide FC1(CCC=2NC3=C(C=CC=C3C2C1)C(=O)N)F